CC=1C=C2C(=NC1)NN=N2 6-methyl-3H-1,2,3-triazolo[4,5-b]pyridine